(1R,2S,5S)-N-{(2S)-4-(5-chloro-2-fluorophenoxy)-3-oxo-1-[(3S)-2-oxopyrrolidin-3-yl]butan-2-yl}-6,6-dimethyl-3-[N-(trifluoroacetyl)-L-valyl]-3-azabicyclo[3.1.0]hexane-2-carboxamide ClC=1C=CC(=C(OCC([C@H](C[C@H]2C(NCC2)=O)NC(=O)[C@@H]2[C@H]3C([C@H]3CN2C([C@@H](NC(C(F)(F)F)=O)C(C)C)=O)(C)C)=O)C1)F